ClC1=C(C=CC(=C1)F)C1=CC=NC2=CC(=CC=C12)O[C@@H](C(=O)N1C[C@H](CCC1)C(=O)NC)C (3S)-1-[(2R)-2-[[4-(2-chloro-4-fluoro-phenyl)-7-quinolyl]oxy]propanoyl]-N-methyl-piperidine-3-carboxamide